2,5-bis(aminomethyl)Furan tert-butyl-[(1R,2S,3R,4S)-2,3-dihydroxy-4-{methyl[6-(2,2,2-trifluoroethyl)thieno[2,3-d]pyrimidin-4-yl]amino}cyclopentyl]carbamate C(C)(C)(C)N(C(O)=O)[C@H]1[C@@H]([C@@H]([C@H](C1)N(C=1C2=C(N=CN1)SC(=C2)CC(F)(F)F)C)O)O.NCC=2OC(=CC2)CN